2-(cis-3-((5-(3-(2,2-Difluoroethyl)-2-methyl-3H-imidazo[4,5-b]pyridin-5-yl)-4-(methylamino)pyrrolo[2,1-f][1,2,4]triazin-2-yl)amino)cyclobutoxy)ethan-1-ol FC(CN1C(=NC=2C1=NC(=CC2)C=2C=CN1N=C(N=C(C12)NC)N[C@H]1C[C@H](C1)OCCO)C)F